CCO[Si](NC(C1=CC=CC=C1)=O)(OC)C N-[methyl-(methyldimethoxysilyl)]benzamide